tert-Butyl (2-((2-(chlorocarbonyl)-1H-indol-5-yl)oxy)ethyl)carbamate ClC(=O)C=1NC2=CC=C(C=C2C1)OCCNC(OC(C)(C)C)=O